FC=1C=C2C(=NC1)N(N=C2N)CC2=C(C=CC=C2)F 5-fluoro-1-(2-fluorobenzyl)-1H-pyrazolo[3,4-b]pyridin-3-amine